COC1=NC=C(C=N1)[C@H](CC(=O)O)N1CC(C1)CCCCC1=NC=2NCCCC2C=C1 (S)-3-(2-methoxypyrimidin-5-yl)-3-(3-(4-(5,6,7,8-tetrahydro-1,8-naphthyridin-2-yl)butyl)azetidin-1-yl)propionic acid